1-(4-((4'-((3-hydroxy-3-methylpiperidin-1-yl)methyl)-[1,1'-biphenyl]-4-yl)methyl)phenyl)-5-methyl-1H-1,2,4-triazole-3-carboxamide OC1(CN(CCC1)CC1=CC=C(C=C1)C1=CC=C(C=C1)CC1=CC=C(C=C1)N1N=C(N=C1C)C(=O)N)C